5-methyl-1-phenyl-4-[1-(thiophen-2-yl)pyrazol-5-yl]pyrazole CC1=C(C=NN1C1=CC=CC=C1)C1=CC=NN1C=1SC=CC1